N-[3-(Trimethoxysilyl)propyl]-butan-1-amine CO[Si](CCCNCCCC)(OC)OC